COC(=O)C=1C=C2NC(C(=NC2=C(C1)Br)C)=O 8-bromo-2-methyl-3-oxo-3,4-dihydroquinoxaline-6-carboxylic acid methyl ester